2-[2-(2-Bromoethoxy)ethyl]Isoindole-1,3-dione BrCCOCCN1C(C2=CC=CC=C2C1=O)=O